C(#N)C1=CC(=C(COC2=CC=CC(=N2)C2(CCN(CC2)C(=O)[O-])O)C=C1)F 4-(6-((4-Cyano-2-fluorobenzyl)oxy)pyridin-2-yl)4-hydroxypiperidine-1-carboxylate